FC(/C(=C(/C(C(F)(F)F)(C(F)(F)F)F)\F)/F)(F)F (E)-Perfluoro(4-methyl-2-pentene)